C(CCCCCC)(=O)NCC(=O)OC[C@]1(O[C@H](C[C@@H]1O)N1C2=NC(=NC(=C2N=C1)N)F)C#C [(2R,3S,5R)-5-(6-amino-2-fluoro-9H-purin-9-yl)-2-ethynyl-3-hydroxyoxolan-2-yl]methyl 2-heptanamidoacetate